ethyl 2-[4-chloro-5-(methylaminomethyl)-6-oxo-pyridazin-1-yl]acetate ClC=1C=NN(C(C1CNC)=O)CC(=O)OCC